C(C)(C)(C)NC(C)=O N-t-butyl-acetamide